methyl 2-amino-3,5-difluorobenzoate NC1=C(C(=O)OC)C=C(C=C1F)F